monocarboxyl chloride C(=O)(O)Cl